N(=C=S)C1=CC=C(CC2N(CCN(CCN(C2)CC(=O)O)CC(=O)O)CC(=O)O)C=C1 2-(4'-isothiocyanatobenzyl)-1,4,7-triazacyclononane-1,4,7-triacetic acid